ONC(C1=CC=C(C=C1)C1=CC=CC2=CC=CC=C12)=O N-hydroxy-4-(naphthalen-1-yl)benzamide